(1S,3S)-3-((6-(5-(aminomethyl)-1-methyl-1H-1,2,3-triazol-4-yl)-2-methyl-pyridin-3-yl)oxy)cyclohexane-1-carboxylic acid tert-butyl ester C(C)(C)(C)OC(=O)[C@@H]1C[C@H](CCC1)OC=1C(=NC(=CC1)C=1N=NN(C1CN)C)C